carbonyl-hydridoborohydride C(=O)=[BH2-]